N-(3-Chloro-4-fluorophenyl)-4-(5-hydroxy-5-(3-(2-hydroxy-2-methylpropoxy)-1-isobutyl-1H-pyrazol-5-yl)octahydropentalen-2-yl)-1-methyl-1H-imidazole-5-carboxamide ClC=1C=C(C=CC1F)NC(=O)C1=C(N=CN1C)C1CC2CC(CC2C1)(C1=CC(=NN1CC(C)C)OCC(C)(C)O)O